C(CCCC)OC(CCCCCCC\C=C/CCCCCC)=O (Z)-9-hexadecenoic acid pentyl ester